[Na].C(CCCCCCCCC)S(=O)(=O)O 1-Decanesulfonic acid sodium